3-bromo-β,β,4-trifluoro-benzenepropanoic acid BrC=1C=C(C=CC1F)C(CC(=O)O)(F)F